4-ethynyl-1-propyl-1H-pyrazole C(#C)C=1C=NN(C1)CCC